2-(phenyl-iodomethylene)cyclohexane-1,3-dione C1(=CC=CC=C1)C(=C1C(CCCC1=O)=O)I